tert-butyl 4-((6-(5-cyanopyrazin-2-ylamino)-3-(1H-indol-4-yl)pyridazin-4-ylamino)methyl)piperidine-1-carboxylate C(#N)C=1N=CC(=NC1)NC1=CC(=C(N=N1)C1=C2C=CNC2=CC=C1)NCC1CCN(CC1)C(=O)OC(C)(C)C